ClC(OC1=CC=C(C=C1)NC(C1=CN=C(C(=C1)C1=CC=NN1)N1CCC(CC1)N(C)CC1=C2CN(C(C2=CC=C1)=O)C1C(NC(CC1)=O)=O)=O)(F)F N-(4-(chlorodifluoromethoxy)phenyl)-6-(4-(((2-(2,6-dioxopiperidin-3-yl)-1-oxoisoindolin-4-yl)methyl)(methyl)amino)piperidin-1-yl)-5-(1H-pyrazol-5-yl)nicotinamide